methyl cyclobutylpropionate C1(CCC1)C(C(=O)OC)C